C1(CC1)S(=O)(=O)N1N=CC(=C1)C1=NC=CC(=N1)NC1=NC=C(C(=O)NCC2=CC=C(C=C2)F)C(=C1)NC(C)C 6-((2-(1-(cyclopropylsulfonyl)-1H-pyrazol-4-yl)pyrimidin-4-yl)amino)-N-(4-fluorobenzyl)-4-(isopropylamino)nicotinamide